((2S,4R)-1-(4-((2-oxo-4-phenylpyridin-1(2H)-yl)methyl)piperidine-1-carbonyl)-2-phenylpiperidin-4-yl)carbamic acid tert-butyl ester C(C)(C)(C)OC(N[C@H]1C[C@H](N(CC1)C(=O)N1CCC(CC1)CN1C(C=C(C=C1)C1=CC=CC=C1)=O)C1=CC=CC=C1)=O